2-(4,5-dimethyl-1H-pyrazol-1-yl)succinic acid CC=1C=NN(C1C)C(C(=O)O)CC(=O)O